ClC1=C(C=CC=C1C1=C(C(=NC=C1)C1=CC(=C(C=C1)CNC[C@@H]1OCC1)OC)Cl)C1=CC=C(C(=N1)OC)CNC[C@H]1CCC(N1)=O (R)-5-((((6-(2-chloro-3-(3-chloro-2-(3-methoxy-4-(((((R)-oxetan-2-yl)methyl)amino)methyl)phenyl)pyridin-4-yl)phenyl)-2-methoxypyridin-3-yl)methyl)amino)methyl)pyrrolidin-2-one